2-(2-hydroxyethyl)-amino-4,6-dinitrophenol OCCC1=C(C(=CC(=C1N)[N+](=O)[O-])[N+](=O)[O-])O